C(C)(C)(C)C1=NN(C(=C1)C(=O)OCC)CCCCC(C)=O Ethyl 3-(tert-butyl)-1-(5-oxohexyl)-1H-pyrazole-5-carboxylate